ClC=1C(N(C(=CC1OCC1=NC=C(C=C1F)F)C(F)(F)F)C1=CC(=NC=C1C)C(\C=C\N(C)C)=O)=O (E)-3-chloro-4-((3,5-difluoropyridin-2-yl)methoxy)-2'-(3-(dimethylamino)acryloyl)-5'-methyl-6-(trifluoromethyl)-2H-[1,4'-bipyridin]-2-one